8-[(1S)-1-phenylethoxy]quinoline C1(=CC=CC=C1)[C@H](C)OC=1C=CC=C2C=CC=NC12